C(C)OC1OC(=O)C2=CC=CC=C12 3-ethoxyphthalide